C(C1=CC=CC=C1)N(C(=O)OCC=1N=C(N(C1)CC1=NC=C(C=N1)Cl)C=1SC(=CC1)Cl)C12CC(C1)(C2)CC#N [1-[(5-chloropyrimidin-2-yl)methyl]-2-(5-chloro-2-thienyl)imidazol-4-yl]methanol benzyl-(3-(cyanomethyl)bicyclo[1.1.1]pentan-1-yl)carbamate